4-[6-[(6-fluoro-2-pyridyl)amino]-1,3-benzothiazol-2-yl]-4-azatricyclo[5.2.1.02,6]dec-8-ene-3,5-dione FC1=CC=CC(=N1)NC1=CC2=C(N=C(S2)N2C(C3C4C=CC(C3C2=O)C4)=O)C=C1